ClC1=CC=C(CN2C(=NC=3N(C(N(C(C23)=O)CCCO)=O)C)C2CCC(CC2)C(F)(F)F)C=C1 7-(4-chlorobenzyl)-1-(3-hydroxypropyl)-3-methyl-8-(4-(trifluoromethyl)cyclohexyl)-3,7-dihydro-1H-purine-2,6-dione